2-(3-oxo-3-((1-(5-(trifluoromethyl)pyrimidin-2-yl)piperidin-4-yl)amino)propyl)-2H-indazole O=C(CCN1N=C2C=CC=CC2=C1)NC1CCN(CC1)C1=NC=C(C=N1)C(F)(F)F